FC1=C(C=C(C(=C1)C)C=1N=NC=CN1)NC(=O)N1C2CC(CC1C2)C N-[2-fluoro-4-methyl-5-(1,2,4-triazin-3-yl)phenyl]-3-methyl-6-azabicyclo[3.1.1]heptane-6-carboxamide